N1NC=C2CN(CC=C21)C(=O)[O-] 4,6-dihydro-1H-pyrazolo[4,3-c]pyridine-5-carboxylate